[N+](=O)([O-])[O-].[Al+3].O.[N+](=O)([O-])[O-].[N+](=O)([O-])[O-] water aluminum nitrate